ClC1=C(C=CC=C1OC)C=1C=2N(C(=NC1C)N1CCC3([C@@H]([C@@H](OC3)C)N)CC1)C=CN2 (3S,4S)-8-[8-(2-chloro-3-methoxyphenyl)-7-methylimidazo[1,2-c]pyrimidin-5-yl]-3-methyl-2-oxa-8-azaspiro[4.5]decan-4-amine